3-((4-(1-(2-oxo-2-(piperazin-1-yl)ethyl)piperidin-4-yl)phenyl)amino)piperidine-2,6-dione O=C(CN1CCC(CC1)C1=CC=C(C=C1)NC1C(NC(CC1)=O)=O)N1CCNCC1